C(C)(=O)N1CCC(CC1)OCCOC1=CC(=C(OC=2C=C(C=C3C=NN(C23)C)C(=O)N)C=C1)F 7-[4-[2-[(1-acetyl-4-piperidyl)oxy]ethoxy]-2-fluoro-phenoxy]-1-methyl-indazole-5-carboxamide